C1=CC(=C(C=C1CCC(=O)O)O)O The molecule is a monocarboxylic acid that is 3-phenylpropionic acid substituted by hydroxy groups at positions 3 and 4. Also known as dihydrocaffeic acid, it is a metabolite of caffeic acid and exhibits antioxidant activity. It has a role as an antioxidant and a human xenobiotic metabolite. It is a monocarboxylic acid, a member of catechols and a (dihydroxyphenyl)propanoic acid. It derives from a 3-phenylpropionic acid. It is a conjugate acid of a 3-(3,4-dihydroxyphenyl)propanoate.